Methyl ((1R,3R)-3-(7-(4-((dimethylamino)meth-yl)phenyl)-8-(4-fluorophenyl)-3-methyl-2-oxo-3,6-dihydroimidazo[4,5-d]pyrrolo[2,3-b]pyridin-1(2H)-yl)cyclopentyl)carbamate CN(C)CC1=CC=C(C=C1)C1=C(C=2C(=NC=C3C2N(C(N3C)=O)[C@H]3C[C@@H](CC3)NC(OC)=O)N1)C1=CC=C(C=C1)F